COC(CCCCCCCCCCC\C=C/CCCCCCCC)=O erucic acid methylester